6-bromo-3,5-dimethyl-imidazo[4,5-b]pyridine BrC=1C=C2C(=NC1C)N(C=N2)C